The molecule is the amide resulting from the formal condensation of 5-[(methylsulfonyl)amino]-1H-indole-2-carboxylic acid and 4-amino group of 1-[3-(isopropylamino)pyridin-2-yl]piperazine, delavirdine is a non-nucleoside reverse transcriptase inhibitor with activity specific for HIV-1. Viral resistance emerges rapidly when delavirdine is used alone, so it is therefore used (as the methanesulfonic acid salt) with other antiretrovirals for combination therapy of HIV infection. It has a role as a HIV-1 reverse transcriptase inhibitor and an antiviral drug. It is a N-acylpiperazine, a sulfonamide, an aminopyridine and an indolecarboxamide. CC(C)NC1=C(N=CC=C1)N2CCN(CC2)C(=O)C3=CC4=C(N3)C=CC(=C4)NS(=O)(=O)C